5-Methyl-N4-(4-chloro-[3-(1,1-dimethylethylsulfonamido)]phenyl)-N2-[4-(1-methylpiperidin-4-ylcarbamoyl)phenyl]pyrimidine-2,4-diamine CC=1C(=NC(=NC1)NC1=CC=C(C=C1)C(NC1CCN(CC1)C)=O)NC1=CC(=C(C=C1)Cl)NS(=O)(=O)C(C)(C)C